CC(CCOCCNCCCC=1NC=CN1)(C)C N-(2-(3,3-dimethylbut-1-yloxy)ethyl)-3-(imidazolyl)propan-1-amine